C(CCCCCCCCCCC)(=O)[O-].CC1=C(C(=CC=C1)C)NC(=O)[C@H]1[NH+](CCCC1)CCC (2S)-2-((2,6-dimethylphenyl)carbamoyl)-1-propylpiperidin-1-ium dodecanoate